1-acetyl-N-(4-(5-(difluoromethyl)-1,3,4-oxadiazol-2-yl)-2-fluorobenzyl)-4-fluoro-N-phenylpiperidine-4-carboxamide C(C)(=O)N1CCC(CC1)(C(=O)N(C1=CC=CC=C1)CC1=C(C=C(C=C1)C=1OC(=NN1)C(F)F)F)F